N-(6-Chloro-4-fluoro-2,3-dihydro-1H-inden-2-yl)-6-((S)-2,2,2-trifluoro-1-(methylamino)ethyl)pyridin-3-amine ClC1=CC(=C2CC(CC2=C1)NC=1C=NC(=CC1)[C@@H](C(F)(F)F)NC)F